ON=C(C(=O)[O-])C(C)=O hydroxyimino-3-oxobutyrate